FC1=C(C(=CC=2CC[C@H](CC12)NCCC(C)C)O)N1C(C(NS1(=O)=O)=O)([2H])[2H] 5-{(7R)-1-fluoro-3-hydroxy-7-[(3-methylbutyl)amino]-5,6,7,8-tetrahydronaphthalen-2-yl}(4,4-2H2)-1λ6,2,5-thiadiazolidine-1,1,3-trione